5-[2-(6-Methanesulfonyl-pyridin-3-ylamino)-5-methyl-pyrimidin-4-ylamino]-3H-benzooxazol-2-one CS(=O)(=O)C1=CC=C(C=N1)NC1=NC=C(C(=N1)NC=1C=CC2=C(NC(O2)=O)C1)C